N-methyl-2-((4-methyl-2-(trifluoromethyl)pyrimidin-5-yl)sulfonyl)-N-(tetrahydro-2H-pyran-4-yl)-2-azaspiro[3.3]heptan-6-amine CN(C1CC2(CN(C2)S(=O)(=O)C=2C(=NC(=NC2)C(F)(F)F)C)C1)C1CCOCC1